BrC1=C(N(N=C1)C1=NC=CC=C1)C(C)NCC1CC1 1-[4-bromo-2-(2-pyridinyl)pyrazol-3-yl]-N-(cyclopropylmethyl)ethylamine